2-(methoxymethyl)piperidine COCC1NCCCC1